ClC1=CC2=C(N=N1)C(=C(S2)C(=O)OC)O[Si](C(C)C)(C(C)C)C(C)C methyl 3-chloro-7-triisopropylsilyloxy-thieno[3,2-c]pyridazine-6-carboxylate